O1C(CCCC1)N1N=CC=2C1=CN=C(C2)[Sn](CCCC)(CCCC)CCCC 1-(oxan-2-yl)-5-(tributylstannyl)-1H-pyrazolo[3,4-c]pyridine